dimethyl-octadiyne-2,7-diol CC(C#CC#CC(C)(O)C)(C)O